(S)-N-(3-fluoro-4-((3-((2-hydroxypropyl)-amino)-1H-pyrazolo-[3,4-b]pyridin-4-yl)-oxy)phenyl)-2-(4-fluorophenyl)-3-oxo-2,3-dihydropyridazine-4-carboxamide FC=1C=C(C=CC1OC1=C2C(=NC=C1)NN=C2NC[C@H](C)O)NC(=O)C=2C(N(N=CC2)C2=CC=C(C=C2)F)=O